CC1N(CCC1O)C=1C=C(C=CC1)C1=CC(=CC=C1)OCCCC1=CC=CC=C1 2-methyl-3'-(3-phenylpropoxy)-[1,1'-biphenyl-3-yl]pyrrolidin-3-ol